3-METHYLHEPTAN-1-AL CC(CC=O)CCCC